CN(C(C(=O)C1=CC=C(C=C1)CC)(C)C)C 2-dimethylamino-1-(4-ethylphenyl)-2-Methylpropane-1-one